FC(N1N=NN=C1C(N1CC2CCC(C1)N2)C2=CC=CC=C2)F 3-((1-(difluoromethyl)-1H-tetrazol-5-yl)(phenyl)methyl)-3,8-diazabicyclo[3.2.1]octane